C(C)(C)NC1=NC=CC(=C1)CN1C(N(C(C1(C)C)=O)C=1C=NC(=CC1)SC(F)(F)F)=O 1-((2-(isopropylamino)pyridin-4-yl)methyl)-5,5-dimethyl-3-(6-((trifluoromethyl)thio)pyridin-3-yl)imidazolidine-2,4-dione